[Au].[Ni].[Cu].[Au] gold-copper-nickel-gold